CO[C@@H](C)C1=C(C=NC2=CC=C(N=C12)C)NC(=O)NC=1C=NC(=C(C1)C(F)(F)F)N1N=CC=N1 (S)-N-(4-(1-methoxyethyl)-6-methyl-1,5-naphthyridine-3-yl)-N'-(6-(2H-1,2,3-triazole-2-yl)-5-(trifluoromethyl)pyridine-3-yl)urea